COC=1C=C(C=CC1)P(C(=C=C)C1=CC=C(C=C1)C)(C1=CC(=CC=C1)OC)=O bis(3-methoxyphenyl)(1-(p-tolyl)propa-1,2-dien-1-yl)phosphine oxide